3-[5-[4-(2,2-dimethoxyethyl)piperazin-1-yl]-3-methyl-2-oxo-benzimidazol-1-yl]piperidine-2,6-dione COC(CN1CCN(CC1)C1=CC2=C(N(C(N2C)=O)C2C(NC(CC2)=O)=O)C=C1)OC